O=C(CCNC(\C=C\C=1C=NC=CC1)=O)NNCCC (E)-N-(3-oxo-3-(2-propylhydrazino)propyl)-3-(pyridin-3-yl)acrylamide